Tert-Butyl N-[Trans-1-(3-Fluoropropyl)-4-Methyl-Pyrrolidin-3-yl]Carbamate FCCCN1C[C@H]([C@@H](C1)C)NC(OC(C)(C)C)=O